2-hydroxy-1-[4-{4-(2-hydroxy-2-methyl-propionyl)-benzyl}-phenyl]-2-methyl-1-propanone OC(C(=O)C1=CC=C(C=C1)CC1=CC=C(C=C1)C(C(C)(C)O)=O)(C)C